tert-Butyl 3-(4-(2,2-difluoroacetyl)-7-(thiazol-2-yl)benzo[d]oxazol-2-yl)-3,8-diazabicyclo[3.2.1]octane-8-carboxylate FC(C(=O)C1=CC=C(C2=C1N=C(O2)N2CC1CCC(C2)N1C(=O)OC(C)(C)C)C=1SC=CN1)F